3-((4-cyano-3-fluorophenoxy)methyl)-3-(hydroxymethyl)azetidin-1-ium trifluoroacetate FC(C(=O)[O-])(F)F.C(#N)C1=C(C=C(OCC2(C[NH2+]C2)CO)C=C1)F